C(C)(C)(C)C1=CC=C(C=C1)C1C(=C(NC=2N1N=C(C2)CO)C)C(=O)NC=2C=C1C=CN=CC1=CC2 7-(4-(tert-butyl)phenyl)-2-(hydroxymethyl)-N-(isoquinolin-6-yl)-5-methyl-4,7-dihydropyrazolo[1,5-a]pyrimidine-6-carboxamide